COC([C@@H](NC(=O)C1CCNCC1)C(C)C)=O methyl-N-(piperidine-4-carbonyl)-L-valinate